C(C)OC(C(N1[C@H](CC[C@@H](C1)C)C1=CC(=C(C=C1)C)C)=O)=O.O=C(C(=O)N)N1[C@H](CC[C@@H](C1)C)C1=CC(=C(C=C1)C)C |r| 2-Oxo-2-[rac-(2R,5S)-2-(3,4-dimethylphenyl)-5-methyl-1-piperidyl]acetamide Ethyl-2-oxo-2-[rac-(2R,5S)-2-(3,4-dimethylphenyl)-5-methyl-1-piperidyl]acetate